BrC=1N=CC(=NC1)NC(CCCC)=O N-(5-bromopyrazin-2-yl)valeramide